Stearoxypropyl-dimethylamine C(CCCCCCCCCCCCCCCCC)OCCCN(C)C